2-methyl-2-propyltrimethylene biscarbamate C(N)(OCC(COC(N)=O)(CCC)C)=O